4-((5-Chloro-1-((3,4-dichlorophenyl)sulfonyl)-1H-indol-3-yl)(hydroxy)methyl)-3-methylenedihydrofuran-2(3H)-one ClC=1C=C2C(=CN(C2=CC1)S(=O)(=O)C1=CC(=C(C=C1)Cl)Cl)C(C1C(C(OC1)=O)=C)O